C(C)(C)(C)OC(N[C@@H](CO)C1=CC=C(C=C1)C=1C(=NOC1C)C)=O (R)-(1-(4-(3,5-dimethylisoxazol-4-yl)phenyl)-2-hydroxyethyl)carbamic acid tert-butyl ester